3-[[4-[4-Chloro-3-(difluoromethoxy)phenyl]pyrazol-1-yl]methyl]-1-cyclopentyl-pyrazole ClC1=C(C=C(C=C1)C=1C=NN(C1)CC1=NN(C=C1)C1CCCC1)OC(F)F